2-(allyloxy)-6-fluoroaniline C(C=C)OC1=C(N)C(=CC=C1)F